(S)-2-amino-N-(1-(2-(1-adamantyl)-8-((1-methyl-1H-pyrazol-4-yl)ethynyl)-1-oxo-1,2-dihydroisoquinolin-3-yl)ethyl)pyrazolo[1,5-a]pyrimidine-3-carboxamide NC1=NN2C(N=CC=C2)=C1C(=O)N[C@@H](C)C=1N(C(C2=C(C=CC=C2C1)C#CC=1C=NN(C1)C)=O)C12CC3CC(CC(C1)C3)C2